(S)-3-(2,2-difluoroethoxy)pyrrolidine FC(CO[C@@H]1CNCC1)F